2-chloro-5-(N-methylacetamido)pyrimidine-4-carboxylic acid ethyl ester C(C)OC(=O)C1=NC(=NC=C1N(C(C)=O)C)Cl